O=C1CN(CC2N1CCCC2)C2=NC(=NC=C2)C2=CN=C1N2C=C(N=C1)C(=O)N 3-(4-(4-oxo-octahydro-2H-pyrido[1,2-a]pyrazin-2-yl)pyrimidin-2-yl)imidazo[1,2-a]pyrazine-6-carboxamide